CC1=C(C(=O)P(C2=CC=CC=C2)(OCC)=O)C(=CC(=C1)C)C 2,4,6-trimethylbenzoylethoxyphenyl-phosphine oxide